Cl.Cl.Cl.[C@H]12CN(C[C@H](CC1)N2)C=2C1=C(N=C(N2)OCC23CCCN3CCC2)C=C(C=N1)C1=CC=CC2=CC=CC(=C12)Cl 4-((1R,5S)-3,8-Diazabicyclo[3.2.1]octan-3-yl)-7-(8-chloronaphthalen-1-yl)-2-((tetrahydro-1H-pyrrolizin-7a(5H)-yl)methoxy)pyrido[3,2-d]pyrimidine trihydrochloride